The molecule is a 3beta-sterol having double bonds in the 5- and 7-positions and a methylene group at position 24. It has a role as a Saccharomyces cerevisiae metabolite and a mouse metabolite. It is a 3beta-sterol and a Delta(5),Delta(7)-sterol. It derives from a 5alpha-ergostane. C[C@H](CCC(=C)C(C)C)[C@H]1CC[C@@H]2[C@@]1(CC[C@H]3C2=CC=C4[C@@]3(CC[C@@H](C4)O)C)C